3-(5-(4-((3-(methylsulfonyl)azetidin-1-yl)methyl)pyridin-2-yl)-1-oxoisoindolin-2-yl)piperidine-2,6-dione CS(=O)(=O)C1CN(C1)CC1=CC(=NC=C1)C=1C=C2CN(C(C2=CC1)=O)C1C(NC(CC1)=O)=O